4-((3,3-Difluorocyclobutyl)methyl)-2,6-difluorobenzonitrile FC1(CC(C1)CC1=CC(=C(C#N)C(=C1)F)F)F